[C@H]12OC[C@H](N(C1)C=1N=CC(=NC1)C=1C(=CC(=NC1)NC(C)=O)NC1=NC(=NC=C1)C(C)(F)F)C2 N-(5-(5-((1R,4R)-2-oxa-5-azabicyclo[2.2.1]heptan-5-yl)pyrazin-2-yl)-4-((2-(1,1-difluoroethyl)pyrimidin-4-yl)amino)pyridin-2-yl)acetamide